3-(ethyl-(methyl)amino)-4-((3-fluoro-4-(5-(trifluoromethyl)-1,2,4-oxadiazol-3-yl)benzyl)amino)cyclobut-3-ene-1,2-dione C(C)N(C=1C(C(C1NCC1=CC(=C(C=C1)C1=NOC(=N1)C(F)(F)F)F)=O)=O)C